N1C=C(C=2C1=NC=CC2)NC2=C(C(NC=C2)=O)C(=O)NC2=CC=C(C=C2)N2CCN(CC2)C 4-((1H-Pyrrolo[2,3-b]pyridin-3-yl)amino)-N-(4-(4-methylpiperazin-1-yl)phenyl)-2-oxo-1,2-dihydropyridine-3-carboxamide